(2S)-5-Hydroxy-2-(4-hydroxyphenyl)-8-(3-methyl-2-buten-1-yl)-4-oxo-3,4-dihydro-2H-chromen-7-yl beta-D-glucopyranoside O([C@H]1[C@H](O)[C@@H](O)[C@H](O)[C@H](O1)CO)C1=CC(=C2C(C[C@H](OC2=C1CC=C(C)C)C1=CC=C(C=C1)O)=O)O